CNC(=O)C1=NC=CC(=C1)OC1=CC(=C(C=C1)NC(=O)NC1=CC(=C(C=C1)Cl)C(F)(F)F)F 4-{4-[3-(4-chloro-3-trifluoromethyl-phenyl)-ureido]-3-fluorophenoxy}-pyridine-2-carboxylic acid methyl amide